N-(1-(azetidin-1-ylmethyl)cyclopropyl)-2-(2-cyclopropylphenoxy)propanamide N1(CCC1)CC1(CC1)NC(C(C)OC1=C(C=CC=C1)C1CC1)=O